[C@@H]1([C@@H](O)[C@H](O)[C@H](O1)CO)NC1=NC(NC=C1)=O beta-D-arabino-furanosylcytosine